2-(4-ethoxyphenyl)-3-((4-methylpiperazin-1-yl)methyl)-1H-pyrrolo[2,3-b]pyridine C(C)OC1=CC=C(C=C1)C1=C(C=2C(=NC=CC2)N1)CN1CCN(CC1)C